Cl.C12(CC(C1)C2)NC2[C@@H](NCC2)C (2S)-N-(Bicyclo[1.1.1]pentan-1-yl)-2-methylpyrrolidin-3-amine hydrochloride